cyclopenta[e][1,3]benzodioxole O1COC2C1=C1C(C=C2)=CC=C1